3-chloro-N-[(2,4-dimethoxyphenyl)methyl]-4-[4-[(dimethylamino)methyl]-2,4-dimethyl-pyrrolidin-1-yl]-2,6-difluoro-N-(6-fluoro-2-pyridyl)benzenesulfonamide ClC=1C(=C(C(=CC1N1C(CC(C1)(C)CN(C)C)C)F)S(=O)(=O)N(C1=NC(=CC=C1)F)CC1=C(C=C(C=C1)OC)OC)F